2-chloro-2'-(difluoromethyl)-6'-(1-methyltriazol-4-yl)spiro[4,5-dihydrothieno[2,3-c]pyran-7,4'-piperidine] ClC1=CC2=C(S1)C1(CC(NC(C1)C=1N=NN(C1)C)C(F)F)OCC2